tert-butyl-5-(6-chloro-7-(2-fluoro-6-hydroxyphenyl)-2-(((S)-1-methylpyrrolidin-2-yl) methoxy) pyrido[2,3-d]pyrimidin-4-yl)-2,5-diazabicyclo-[4.1.0]heptane-2-carboxylate C(C)(C)(C)OC(=O)N1C2CC2N(CC1)C=1C2=C(N=C(N1)OC[C@H]1N(CCC1)C)N=C(C(=C2)Cl)C2=C(C=CC=C2O)F